tetramethyl-2-(2-methylcyclohex-1-en-1-yl)-1,3,2-dioxaborolan CC1(C(OB(O1)C1=C(CCCC1)C)(C)C)C